tetrafluoroterphenyl FC=1C(=C(C(=C(C1)C=1C(=CC=CC1)C1=CC=CC=C1)F)F)F